NC1=NC2=CC=C(C=C2C=C1Br)C(=O)N(CC1=NC=C(C=C1)C(F)(F)F)[C@H]1[C@@H](CCC1)C 2-amino-3-bromo-N-((1R,2R)-2-methylcyclopentyl)-N-((5-(trifluoromethyl)-2-pyridinyl)methyl)-6-quinolinecarboxamide